Tert-butyl 4-(chlorosulfonyl)-1,4-diazepane-1-carboxylate ClS(=O)(=O)N1CCN(CCC1)C(=O)OC(C)(C)C